C1=CC=C(C=C1)C(=O)C2=C(C(=CC=C2)Br)Br dibromobenzophenone